1-(3-(2-amino-6-(4-((4-(trifluoromethyl)pyridin-2-yl)oxy)phenyl)quinazolin-8-yl)pyrrolidin-1-yl)prop-2-en-1-one NC1=NC2=C(C=C(C=C2C=N1)C1=CC=C(C=C1)OC1=NC=CC(=C1)C(F)(F)F)C1CN(CC1)C(C=C)=O